C(CCCCC)C(C(=O)[O-])(C(=O)[O-])CCCCCC.[Ca+2] calcium 2,2-dihexylmalonate